2-bromo-4-fluoro-1-methoxy-benzene BrC1=C(C=CC(=C1)F)OC